6-{[2-(1-methyl-1H-pyrazol-4-yl)[1,2,4]triazolo[1,5-c]quinazolin-5-yl]amino}-1,4-diazepan-5-one CN1N=CC(=C1)C1=NN2C(=NC=3C=CC=CC3C2=N1)NC1C(NCCNC1)=O